Cl.C(C)(C)(C)C1=NC(=NO1)C(=O)N[C@H](C)C1=C(C=C(C=C1)C1=C(C=NC=C1)N1CCNCC1)C (R)-5-(tert-butyl)-N-(1-(2-methyl-4-(3-(piperazin-1-yl)pyridin-4-yl)phenyl)ethyl)-1,2,4-oxadiazole-3-carboxamide hydrochloride